6-((S)-2-amino-3-fluoropropyl)-2-(1-(cyclopropylmethyl)-7-((R)-2-(4-fluoro-1H-imidazol-1-yl)propoxy)-1H-indol-2-yl)-1-methyl-1,6,7,8-tetrahydro-5H-imidazo[4,5-g]isoquinolin-5-one N[C@@H](CN1C(C=2C=C3C(=CC2CC1)N(C(=N3)C=3N(C1=C(C=CC=C1C3)OC[C@@H](C)N3C=NC(=C3)F)CC3CC3)C)=O)CF